ClC=1C=C(C=CC1C1=NC(=C(C=C1)F)C#N)NS(=O)(=O)C1=CC(=CC=C1)C N-(3-chloro-4-(6-cyano-5-fluoropyridin-2-yl)phenyl)-3-methylbenzenesulfonamide